9,9-bis[4-(2-hydroxyethoxy)-3-phenylphenyl]-4,5-diphenylfluorene OCCOC1=C(C=C(C=C1)C1(C2=CC=CC(=C2C=2C(=CC=CC12)C1=CC=CC=C1)C1=CC=CC=C1)C1=CC(=C(C=C1)OCCO)C1=CC=CC=C1)C1=CC=CC=C1